8-fluoro-6-(2-((4-hydroxy-bicyclo[2.2.1]heptan-1-yl)amino)-4-methoxypyrrolo[2,1-f][1,2,4]triazin-5-yl)-N-methylimidazo[1,2-a]pyridine-3-carboxamide FC=1C=2N(C=C(C1)C=1C=CN3N=C(N=C(C31)OC)NC31CCC(CC3)(C1)O)C(=CN2)C(=O)NC